4-TERT-BUTYL-3-NITROBENZENEBORONIC ACID C(C)(C)(C)C1=C(C=C(C=C1)B(O)O)[N+](=O)[O-]